(R)-3,3-difluoro-5-((R)-5-methyl-1,1-dioxoisothiazolidin-2-yl)piperidine-1-carboxylic acid 5-chloropyridin-2-yl ester ClC=1C=CC(=NC1)OC(=O)N1CC(C[C@H](C1)N1S([C@@H](CC1)C)(=O)=O)(F)F